5-(1-methanesulfonyl-1H-pyrazol-4-yl)-2-({6-methylimidazo[1,2-a]pyridin-2-yl}methyl)-1,2-dihydro-2,7-naphthyridin-1-one CS(=O)(=O)N1N=CC(=C1)C1=C2C=CN(C(C2=CN=C1)=O)CC=1N=C2N(C=C(C=C2)C)C1